3-(4-trifluoromethyl-phenylamino)-pyrazine-2-carboxylic acid FC(C1=CC=C(C=C1)NC=1C(=NC=CN1)C(=O)O)(F)F